N=[Fe] azacarbene iron